BrC1=NC(=C(C(=O)OC)C(=C1)I)F Methyl 6-bromo-2-fluoro-4-iodonicotinate